CN1N=NC(=C1)C1(CNCCC1)NC(OC)=O Methyl (3-(1-methyl-1H-1,2,3-triazol-4-yl)piperidin-3-yl)carbamate